FC=1C=C(CNC(=N)N)C=CC1C 1-(3-fluoro-4-methylbenzyl)guanidine